1-(4-((1-(difluoromethoxy)isoquinolin-5-yl)sulfonyl)piperazin-1-yl)-2-(methylamino)ethan-1-one FC(OC1=NC=CC2=C(C=CC=C12)S(=O)(=O)N1CCN(CC1)C(CNC)=O)F